1H-indazol-6-yl-N-(3-methoxy-2-methylbenzyl)-1,2-dimethyl-5-(2-{[(3S)-3-(morpholin-4-ylmethyl)-3,4-dihydroisoquinolin-2(1H)-yl]carbonyl}-5-nitrophenyl)-1H-pyrrole-3-carboxamide N1N=CC2=CC=C(C=C12)C=1C(=C(N(C1C1=C(C=CC(=C1)[N+](=O)[O-])C(=O)N1CC2=CC=CC=C2C[C@H]1CN1CCOCC1)C)C)C(=O)NCC1=C(C(=CC=C1)OC)C